[(3S)-5-oxo-1-(trideuteriomethyl)pyrrolidin-3-yl] 4-[3-[2-(cyclopropoxy)-3-pyridyl]pyrazolo[1,5-a]pyrimidin-5-yl]piperazine-1-carboxylate C1(CC1)OC1=NC=CC=C1C=1C=NN2C1N=C(C=C2)N2CCN(CC2)C(=O)O[C@@H]2CN(C(C2)=O)C([2H])([2H])[2H]